C(C)(C)(C)OC(=O)NCCN(CCCCCCCC(=O)OC(CCCCCCCC)CCCCCCCC)CCCCCC(=O)OCC(CCCCCCCCC)C 1-octylnonyl 8-[2-(tert-butoxycarbonylamino)ethyl-[6-(2-methylundecoxy)-6-oxo-hexyl]amino]octanoate